C1(C=CC(N1C1=CC=C(C=C1)C(C1=CC=CC=C1)C1=CC=C(C=C1)N1C(C=CC1=O)=O)=O)=O α,α-bis(4-maleimidophenyl)toluene